methyl (2S,4R)-4-fluoro-1-(3-hydroxy-2-methylenebutyl)pyrrolidine-2-carboxylate F[C@@H]1C[C@H](N(C1)CC(C(C)O)=C)C(=O)OC